FC1=CC=C(C=C1)NC(=O)C1(CC1)C(=O)NC1=CC=C(C=C1)OC=1C2=C(N=CN1)C=C(C=N2)OC 1-N'-(4-fluorophenyl)-1-N-[4-(7-methoxy-pyrido[3,2-d]pyrimidin-4-yl)oxyphenyl]cyclopropane-1,1-dicarboxamide